CC1=CC=C(CNCCNCC2=CC=C(C=C2)C)C=C1 bis(4-methylbenzyl)-1,2-ethylenediamine